1-octadecyl-sodium C(CCCCCCCCCCCCCCCCC)[Na]